4-((6-Bromopyridin-3-yl)methyl)morpholine BrC1=CC=C(C=N1)CN1CCOCC1